OC1=NC=C(C(=C1)N)C 2-Hydroxy-4-amino-5-methylpyridine